N-[(S)-2,2,2-trifluoro-1-methylethyl]-4-(1,7-diaza-7-spiro[4.4]nonyl)-5-(3,5-difluorophenyl)nicotinamide FC([C@H](C)NC(C1=CN=CC(=C1N1CC2(CCCN2)CC1)C1=CC(=CC(=C1)F)F)=O)(F)F